(1aR,5aR)-2-(2,4-Difluoro-phenyl)-1a,2,5,5a-tetrahydro-1H-2,3-diaza-cyclopropa[a]pentalene-4-carboxylic acid [(S)-1-(2-methoxy-ethyl)-piperidin-3-yl]-amide COCCN1C[C@H](CCC1)NC(=O)C=1C=2C[C@@H]3[C@H](C2N(N1)C1=C(C=C(C=C1)F)F)C3